sulfomalic acid S(=O)(=O)(O)C(C(=O)O)(O)CC(=O)O